ClC1=C(C(=O)NC2=C(C(=CC(=C2)F)C=2SC3=C(N2)C=C(C=C3)Cl)C)C=CC(=C1F)F 2-chloro-N-(3-(5-chlorobenzo[d]thiazol-2-yl)-5-fluoro-2-methylphenyl)-3,4-difluorobenzamide